BrC1=C2C[C@@H](N[C@H](C2=CC=C1)C)CO[Si](C1=CC=CC=C1)(C1=CC=CC=C1)C(C)(C)C [(1S,3R)-5-bromo-1-methyl-1,2,3,4-tetrahydroisoquinolin-3-yl]methoxy-tert-butyl-diphenylsilane